(1S,3aR,6aS)-N-((S)-3-oxo-1-((S)-2-oxopyrrolidin-3-yl)-4-(trifluoromethoxy)butan-2-yl)-2-(2-(trifluoromethyl)thiazole-4-carbonyl)octahydrocyclopenta[c]pyrrole-1-carboxamide O=C([C@H](C[C@H]1C(NCC1)=O)NC(=O)[C@H]1N(C[C@H]2[C@@H]1CCC2)C(=O)C=2N=C(SC2)C(F)(F)F)COC(F)(F)F